2-(2-pentenyl)furan C(C=CCC)C=1OC=CC1